(Z)-N-(5-(N'-hydroxycarbamimidoyl)-2-methylphenyl)-7-methylimidazo[1,2-a]pyridine-3-carboxamide O\N=C(/N)\C=1C=CC(=C(C1)NC(=O)C1=CN=C2N1C=CC(=C2)C)C